ClC1=C2C(=NC=C1C#CC1=NC=CC=C1)NC=C2 4-chloro-5-(pyridin-2-ylethynyl)-1H-pyrrolo[2,3-b]pyridine